2-(2-(1H-imidazol-1-yl)ethoxy)-5-(pyridin-2-yl)pyrimidine N1(C=NC=C1)CCOC1=NC=C(C=N1)C1=NC=CC=C1